FC1(CC(N2N=C(N=C21)C(=O)N[C@@H]2C(NC1=C(CC2)C=C(C=C1F)F)=O)C1=CC=CC=C1)F 7,7-difluoro-5-phenyl-N-[(3S)-7,9-difluoro-2-oxo-1,3,4,5-tetrahydro-1-benzazepine-3-yl]-5,6-dihydropyrrolo[1,2-b][1,2,4]Triazole-2-carboxamide